1-(2-(5-(3-chloro-4-fluorophenyl)isoindolin-2-yl)-2-oxoethyl)-1H-1,2,4-triazole-3-carbonitrile ClC=1C=C(C=CC1F)C=1C=C2CN(CC2=CC1)C(CN1N=C(N=C1)C#N)=O